FC1=C(C(=O)O)C(=CC=C1)C1=NC=CC=N1 2-fluoro-6-(pyrimidine-2-yl)benzoic acid